ClC1=C(C(=NN1C)C=1C=NN(C1)C)C=O 5-Chloro-1,1'-dimethyl-1H,1'H-[3,4'-bipyrazole]-4-carbaldehyde